BrC=1C=2N(C(=NC1)N1CCC3(C(N4[C@H](O3)CC[C@H]4C4=C(C=CC=C4)F)=O)CC1)N=CN2 (5'S,7a'R)-1-(8-bromo[1,2,4]triazolo[1,5-c]pyrimidin-5-yl)-5'-(2-fluorophenyl)tetrahydro-3'H-spiro[piperidine-4,2'-pyrrolo[2,1-b][1,3]oxazol]-3'-one